rac-(3aS,6aS)-4-(6-chloropyridazin-3-yl)-2,3,3a,5,6,6a-hexahydro-1H-pyrrolo[3,2-b]pyrrole ClC1=CC=C(N=N1)N1CC[C@@H]2NCC[C@@H]21 |r|